1-(3,5-dimethyl-3-(cyclohexylmethyl)indolin-1-yl)-1-propanone CC1(CN(C2=CC=C(C=C12)C)C(CC)=O)CC1CCCCC1